ClC1=C(C(=CC=C1)F)N1C=2N(C3=C(C1=O)C=NC(=N3)NC=3C=C1CC(CC1=CC3)NCCC)C=CN2 6-(2-chloro-6-fluorophenyl)-2-{[2-(propylamino)-2,3-dihydro-1H-inden-5-yl]amino}imidazo[1,2-a]pyrimido[5,4-e]pyrimidin-5(6H)-one